ClC1=CC=C2C(CC3(CCN(CC3)C(=O)OC(C)(C)C)C2=C1)=C(F)F tert-butyl 6-chloro-3-(difluoromethylene)spiro[indane-1,4'-piperidine]-1'-carboxylate